CC1=C(C=C(C=C1)C=1C=C(C=NC1)NC(CC)=O)NS(=O)(=O)C1=CC=CC=C1 N-(5-(4-methyl-3-(phenylsulfonylamino)phenyl)pyridin-3-yl)propionamide